Melissyl linoleate C(CCCCCCC\C=C/C\C=C/CCCCC)(=O)OCCCCCCCCCCCCCCCCCCCCCCCCCCCCCC